ClC=1C=C(C[C@H]2COC3=C(C=C(C=C3C2=O)CN2C(OC=C2)=N)C=2C(=NN(C2)CC)C(F)(F)F)C=CC1Cl (S)-3-(3,4-dichlorobenzyl)-8-(1-ethyl-3-(trifluoromethyl)-1H-pyrazol-4-yl)-6-((2-iminooxazole-3(2H)-yl)methyl)chroman-4-one